C/C(=C\\C=C\\C(=C\\1/C(=O)C[C@@H]2[C@@]1(CC[C@@H]3[C@@]2(CC[C@H]([C@]3(C)C(=O)[O-])O)C)C)\\C)/C=C/C(C(C)(C)O)OC.[Na+] The molecule is an organic sodium salt that is the monosodium salt of globostellatic acid D. Isolated from the marine sponge Stelletta globostellata, it exhibits cytotoxicity against P-388 murine leukemia cells. It has a role as a metabolite and an antineoplastic agent. It contains a globostellatate D(1-).